(3'R,4'S,5'R)-6''-chloro-4'-(3-chloro-2-fluorophenyl)-1''-((1-methyl-2-nitro-1H-imidazol-5-yl)methyl)-2''-oxodispiro[cyclohexane-1,2'-pyrrolidine-3',3''-indoline]-5'-carboxylic acid ClC1=CC=C2[C@@]3(C(N(C2=C1)CC1=CN=C(N1C)[N+](=O)[O-])=O)C1(N[C@H]([C@@H]3C3=C(C(=CC=C3)Cl)F)C(=O)O)CCCCC1